OC1CCC(CC1)(C)N1C2=NC(=NC=C2N(C1=O)C)NC=1C=C2N=CC=NC2=CC1C 9-((1s,4s)-4-hydroxy-1-methylcyclohexyl)-7-methyl-2-((7-methylquinoxalin-6-yl)amino)-7,9-dihydro-8H-purin-8-one